O[C@@H]1CC[C@@H]2CN(C[C@@H]21)C2=CC=CC(=N2)S(=O)(=O)NC(=O)C2CC2 N-((6-((3aR,4R,6aS)-4-hydroxyhexahydrocyclopenta[c]pyrrol-2(1H)-yl)pyridin-2-yl)sulfonyl)cyclopropane-1-carboxamide